3,4,7,8-tetramethyl-1,10-phenanthroline terbium [Tb].CC=1C=NC2=C3N=CC(=C(C3=CC=C2C1C)C)C